2-chloro-5-((difluoromethoxy)methyl)pyridine ClC1=NC=C(C=C1)COC(F)F